(R)-3-((2-chloro-5-(oxetan-3-yl)pyrimidin-4-yl)oxy)-10-methyl-9,10,11,12-tetrahydro-8H-[1,4]diazepino[5',6':4,5]thieno[3,2-f]quinoxalin-8-one ClC1=NC=C(C(=N1)OC1=NC=2C=CC3=C(C2N=C1)C1=C(S3)C(N[C@@H](CN1)C)=O)C1COC1